C(C)(C)(C)OC(=O)N1CCN(CC1)C1=CC=C(C=C1)NC(C1=CC=C(C=C1)N1CCN(CC1)C(=O)OC(C)(C)C)=O.BrC=1C(=C(C(=O)NC=2SC(=CN2)[N+](=O)[O-])C=CC1)C bromo-2-methyl-N-(5-nitrothiazol-2-yl)benzamide tert-butyl-4-(4-(4-(4-(tert-butoxycarbonyl)piperazin-1-yl)benzamido)phenyl)piperazine-1-carboxylate